COC=1C=CC2=C(CCCCC2=O)C1 2-methoxy-6,7,8,9-tetrahydro-benzocyclohepten-5-one